tert-Butyl 3-(5-(4-amino-5-(trifluoromethyl)pyrrolo[2,1-f][1,2,4]triazin-7-yl)-2-methoxynicotinamido)-4-fluoropyrrolidine-1-carboxylate NC1=NC=NN2C1=C(C=C2C=2C=NC(=C(C(=O)NC1CN(CC1F)C(=O)OC(C)(C)C)C2)OC)C(F)(F)F